6-(4-Ethyl-3-(hydroxymethyl)-5-oxo-4,5-dihydro-1H-1,2,4-triazol-1-yl)-7-Fluoro-4-isopropyl-2-((1S,2R)-2-methylcyclopentyl)isoquinolin-1(2H)-one C(C)N1C(=NN(C1=O)C=1C=C2C(=CN(C(C2=CC1F)=O)[C@@H]1[C@@H](CCC1)C)C(C)C)CO